FC1(C(N(C2=C(O1)C=C(C(=C2)C2=C(C(=C(C(=C2F)F)OC)F)F)F)[C@@H](C(=O)O)C)=O)F (R)-2-(2,2,7-trifluoro-3-oxo-6-(2,3,5,6-tetrafluoro-4-methoxyphenyl)-2,3-dihydro-4H-benzo[b][1,4]oxazin-4-yl)propanoic acid